OCCN1C(=NC2=C1C=C(C=C2)C=2C=CN1N=C(N=C(C12)OC)NC1CCC2(CN(C2)C(C)=O)CC1)C 1-(7-((5-(1-(2-hydroxyethyl)-2-methyl-1H-benzo[d]imidazol-6-yl)-4-methoxypyrrolo[2,1-f][1,2,4]triazin-2-yl)amino)-2-azaspiro[3.5]nonan-2-yl)ethan-1-one